NC1=C(C=C(C=N1)C=1C=NC=CC1)OC1=C(C=CC=C1)C1(C(C=C(C=C1)NC(N)=O)C(F)(F)F)Cl 4-((6-amino-[3,3'-bipyridin-5-yl]oxy)phenyl)-3-(4-chloro-3-(trifluoromethyl)phenyl)urea